NC1=C(C=C(C=N1)C=1C(=NC=CC1)F)C(=O)N[C@@H]1[C@H](CCC1)OCC1=CC=C(C=C1)C1=CC2=C(C(CCO2)N2CCN(CC2)CCO)C=C1 6-amino-2'-fluoro-N-{(1S,2S)-2-[(4-{4-[4-(2-hydroxyethyl)piperazin-1-yl]-3,4-dihydro-2H-1-benzopyran-7-yl}phenyl)methoxy]cyclopentyl}[3,3'-bipyridine]-5-carboxamide